ClC1=CC=C2C(=NC=3N(C2=C1)C=NN3)N(C=3C=C(C=CC3)C3=CC=C(C=C3)NC(OC(C)(C)C)=O)C tert-butyl (3'-((8-chloro-[1,2,4]triazolo[4,3-a]quinazolin-5-yl)(methyl)amino)-[1,1'-biphenyl]-4-yl)carbamate